CC1(CCCCC1N)C 6,6-dimethylcyclohexylamine